(E)-4-(4-Hydroxy-3-methoxyphenyl)-3-buten-2-one OC1=C(C=C(C=C1)/C=C/C(C)=O)OC